2-(2,6-dioxopiperidin-3-yl)-5-fluoro-6-(4-(2-hydroxyethyl)piperazin-1-yl)isoindoline-1,3-dione O=C1NC(CCC1N1C(C2=CC(=C(C=C2C1=O)F)N1CCN(CC1)CCO)=O)=O